BrC=1C=C(C=CC1C(C)(C)O)C=1NC(C2=C(N1)CCSC2)=O (3-bromo-4-(2-hydroxypropan-2-yl)phenyl)-3,5,7,8-tetrahydro-4H-thiopyrano[4,3-d]pyrimidin-4-one